diadamantylpropylphosphine C12(CC3CC(CC(C1)C3)C2)C(CCP)C23CC1CC(CC(C2)C1)C3